1-cyclohexyl-2-(4-fluorophenyl)dithiol C1(CCCCC1)S1S(CC=C1)C1=CC=C(C=C1)F